N1C=C(C=C1)CNC1=CC=C(C=C1)NC(CCCCCCC)=O N-(4-(((1H-pyrrol-3-yl)methyl)amino)phenyl)octanamide